ClC1=NC(=C2N=CN(C2=N1)C=1C=NC=CC1)NN 2-chloro-6-hydrazinyl-9-(pyridin-3-yl)-9H-purine